Cl.N1(CCOCC1)CCC1=C2C=CN(C2=CC=C1)C=1C=C2C=CC=NC2=CC1 4-(2-(morpholin-4-yl)ethyl)-1-(quinolin-6-yl)-1H-indole hydrochloride